C(C1=CC=CC=C1)(=O)O[C@H]1O[C@@H]([C@H](C1=O)OC(C1=CC=CC=C1)=O)COC(C1=CC=CC=C1)=O (2R,4R,5R)-5-((benzoyloxy)methyl)-3-oxotetrahydrofuran-2,4-diyl dibenzoate